N1(CCCC1)C=1C=CC=2C3(C4=CC=C(C=C4OC2C1)N1CCCC1)NC(C1=CC=CC=C13)=O 3',6'-bis(pyrrolidin-1-yl)spiro[isoindolin-1,9'-xanthen]-3-one